Cl.Cl.N1C=CC=2C1=NC=CC2NC(C2=CC=CC=C2)=O N-1H-pyrrolo[2,3-b]pyridin-4-ylbenzamide dihydrochloride